C[C@@H]1N([C@@H](CNC1)C)CCCOC=1C=CC=C2C(=NN(C12)C)N1C(NC(CC1)=O)=O 1-(7-(3-((2s,6r)-2,6-dimethylpiperazin-1-yl)propoxy)-1-methyl-1H-indazol-3-yl)dihydropyrimidine-2,4(1h,3h)-dione